6-(4-((5-Cyclopropyl-3-(2,6-dichlorophenyl)isoxazol-4-yl)methoxy)bicyclo[2.2.2]octan-1-yl)-1,5-naphthyridin C1(CC1)C1=C(C(=NO1)C1=C(C=CC=C1Cl)Cl)COC12CCC(CC1)(CC2)C=2N=C1C=CC=NC1=CC2